3-(2-fluoro-5-methylphenyl)-2-(3-{[(3RS)-pyrrolidin-3-yl]oxy}pyridin-4-yl)-1H-pyrrolo[3,2-b]pyridine hydrogen chloride Cl.FC1=C(C=C(C=C1)C)C1=C(NC=2C1=NC=CC2)C2=C(C=NC=C2)O[C@H]2CNCC2 |r|